FC1=C(C(=C(C(=C1F)F)F)O)S(=O)(=O)N 2,3,4,5-tetrafluoro-6-hydroxybenzenesulfonamide